(5-(3-cyano-6-(1-methyl-1H-pyrazol-4-yl)pyrazolo[1,5-a]pyridin-4-yl)pyridin-2-yl)acrylamide C(#N)C=1C=NN2C1C(=CC(=C2)C=2C=NN(C2)C)C=2C=CC(=NC2)C(C(=O)N)=C